NC1=C(C=C(C=N1)NC(C(N1[C@H](CC[C@@H](C1)C)C1=CC(=CC=C1)OC[C@@H]1CN(CC1)C)=O)=O)CC N-(6-Amino-5-ethyl-3-pyridyl)-2-oxo-2-[(2R,5S)-5-methyl-2-[3-[[(3S)-1-methylpyrrolidin-3-yl]methoxy]phenyl]-1-piperidyl]acetamide